N-[4-[(E)-3-[4-[2-Hydroxyethyl(methyl)amino]phenyl]prop-2-enoyl]phenyl]-5-methyl-1,2-oxazole-3-carboxamide OCCN(C1=CC=C(C=C1)/C=C/C(=O)C1=CC=C(C=C1)NC(=O)C1=NOC(=C1)C)C